NC=1C=C(C=C(C1)C(F)(F)F)[C@@H](C)NC=1C2=C(C(NN1)=O)C=NC(=C2)[C@H]2CN(CCC2)C(=O)[O-] (R)-3-(1-(((R)-1-(3-amino-5-(trifluoromethyl)phenyl)ethyl)amino)-4-oxo-3,4-Dihydropyrido[3,4-d]pyridazin-7-yl)piperidine-1-carboxylate